OCCOC1=C(C=CC=C1)C(C)(C1=CC=CC=C1)C1=C(C=CC=C1)OCCO 1,1-bis{(2-hydroxyethoxy)phenyl}-1-Phenylethan